2-METHYL-5-(TRIFLUOROMETHOXY)PHENYLBORONIC ACID CC1=C(C=C(C=C1)OC(F)(F)F)B(O)O